C(C1=CC=CC=C1)NC1=CC=2C(C3=CC=CC=C3SC2C=C1)=O 2-(N-benzyl)aminothioxanthone